trimethylammonium tetrakis(4-methylphenyl)borate CC1=CC=C(C=C1)[B-](C1=CC=C(C=C1)C)(C1=CC=C(C=C1)C)C1=CC=C(C=C1)C.C[NH+](C)C